(S)-3-(propargylamino)pyrrolidine-1-carboxylic acid tert-butyl ester C(C)(C)(C)OC(=O)N1C[C@H](CC1)NCC#C